C1(CC1)C#CC1=NC(=C2N=CN(C2=N1)[C@H]1[C@@H]([C@@H]([C@@H]2C[C@H]12)O)O)NCC (1R,2R,3S,4R,5S)-4-(2-(cyclopropylethynyl)-6-(ethylamino)-9H-purin-9-yl)bicyclo[3.1.0]hexane-2,3-diol